(2S,4R)-2-((6-bromo-3-methylpyridin-2-yl)carbamoyl)-4-methylpyrrolidine-1-carboxylic acid tert-butyl ester C(C)(C)(C)OC(=O)N1[C@@H](C[C@H](C1)C)C(NC1=NC(=CC=C1C)Br)=O